C(C1=CC=CC=C1)C1=NC2=C(N1)C=CC(=C2)C(=O)NCC(CNC(OC(C)(C)C)=O)(C)C tert-Butyl N-[3-[(2-benzyl-1H-benzimidazole-5-carbonyl)amino]-2,2-dimethyl-propyl]carbamate